(3R,4S)-N-(4-azidobutyl)-8-hydroxy-3,4,5-trimethyl-6-oxo-4,6-dihydro-3H-isochromene-7-carboxamide N(=[N+]=[N-])CCCCNC(=O)C=1C(C(=C2[C@@H]([C@H](OC=C2C1O)C)C)C)=O